NC1=NC2=C(C3=CN=CC=C13)C=C(C(=C2)F)C(=O)N(C2CCC1=CC(=CC=C21)C(F)(F)F)CC 5-amino-N-ethyl-8-fluoro-N-(5-(trifluoromethyl)-2,3-dihydro-1H-inden-1-yl)benzo[c][2,6]naphthyridin-9-carboxamide